2-((S)-2-(1-(7-(((R)-1-(2,4-dichlorophenyl)ethyl)amino)-2-methyl-2H-pyrazolo[4,3-d]pyrimidin-5-yl)azetidin-3-yl)morpholino)ethan-1-ol ClC1=C(C=CC(=C1)Cl)[C@@H](C)NC=1C=2C(N=C(N1)N1CC(C1)[C@@H]1OCCN(C1)CCO)=CN(N2)C